(S)-3-((S)-sec-butyl)-4-((3R,4R)-3,4-dihydroxypyrrolidine-1-carbonyl)-1,3,4,5-tetrahydro-2H-benzo[e][1,4]diazepin-2-one [C@H](C)(CC)[C@@H]1N(CC2=C(NC1=O)C=CC=C2)C(=O)N2C[C@H]([C@@H](C2)O)O